C(C=C)N1N(C2=NC(=NC=C2C1=O)NC1=CC=C(C=C1)N1CCN(CC1)CCCCCC(=O)OC(C)(C)C)C1=NC(=CC=C1)C(C)(C)O tert-Butyl 6-(4-(4-((2-allyl-1-(6-(2-hydroxypropan-2-yl)pyridin-2-yl)-3-oxo-2,3-dihydro-1H-pyrazolo[3,4-d]pyrimidin-6-yl)amino)phenyl)piperazin-1-yl)hexanoate